FC1=C(C=C(CC2=NNC(C3=CC=CC=C23)=O)C=C1)C(=O)N1CC(C1)CN1CCCCC1 4-(4-fluoro-3-(3-(piperidin-1-ylmethyl)azetidine-1-carbonyl)benzyl)phthalazin-1(2H)-one